[Br-].C(CCC)O[Ti+](OCCCC)OCCCC tri-n-butoxytitanium bromide